(3R,4R)-3-(phenylsulfonyl)-4-((4-(trifluoromethyl)benzyl)oxy)pyrrolidine C1(=CC=CC=C1)S(=O)(=O)[C@@H]1CNC[C@H]1OCC1=CC=C(C=C1)C(F)(F)F